(R)-4-((2-Fluoroethyl)sulfonamido)-N-(6-(2-methylmorpholino)pyridin-2-yl)-2-(6-azaspiro[2.5]octan-6-yl)benzamide FCCS(=O)(=O)NC1=CC(=C(C(=O)NC2=NC(=CC=C2)N2C[C@H](OCC2)C)C=C1)N1CCC2(CC2)CC1